1-(6-(4-Amino-1H-pyrazol-3-yl)-1H-pyrazolo[4,3-c]pyridin-1-yl)-2-methylpropan-2-ol NC=1C(=NNC1)C1=CC2=C(C=N1)C=NN2CC(C)(O)C